AZOLEDIONE N1C(C(C=C1)=O)=O